2-amino-2-[2-(4-octylphenyl)ethyl]-1,3-propanediol hydrochloride Cl.NC(CO)(CO)CCC1=CC=C(C=C1)CCCCCCCC